(4-amino-1,3-dihydrofuro[3,4-c]quinolin-8-yl)((3S)-3-(4-fluoro-3-(trifluoromethyl)phenyl)-4-morpholinyl)methanone NC1=NC=2C=CC(=CC2C2=C1COC2)C(=O)N2[C@H](COCC2)C2=CC(=C(C=C2)F)C(F)(F)F